NC1=C(C(=O)NC2CC2)C=C(C=N1)C1=C(C(=C(C=C1)NC([C@H](O)C1=CC(=CC(=C1)F)F)=O)F)C (R)-2-amino-N-cyclopropyl-5-(4-(2-(3,5-difluorophenyl)-2-hydroxyacetamido)-3-fluoro-2-methylphenyl)nicotinamide